tris[2-(3-methyl-2-Pyridyl)phenyl]iridium CC=1C(=NC=CC1)C1=C(C=CC=C1)[Ir](C1=C(C=CC=C1)C1=NC=CC=C1C)C1=C(C=CC=C1)C1=NC=CC=C1C